5-bromo-2,3-bis[3-(octyloxy)phenyl]Quinoxaline BrC1=C2N=C(C(=NC2=CC=C1)C1=CC(=CC=C1)OCCCCCCCC)C1=CC(=CC=C1)OCCCCCCCC